2-Mesityl-5-(2,4,6-triisopropylphenyl)imidazo[1,5-a]pyridin-2-ium chloride [Cl-].C1(=C(C(=CC(=C1)C)C)[N+]1=CN2C(C=CC=C2C2=C(C=C(C=C2C(C)C)C(C)C)C(C)C)=C1)C